N-(2-(dimethylamino)ethyl)pyrazine-2-carboxamide CN(CCNC(=O)C1=NC=CN=C1)C